The molecule is a sulfur hydride. It is a conjugate base of a disulfane. It is a conjugate acid of a disulfide(2-). S[S-]